5-[[(2R,3S)-2-[(1R)-1-[3,5-bis(trifluoromethyl)phenyl]ethoxy]-3-(4-fluorophenyl)-4-morpholinyl]methyl]-1,2-dihydro-3H-1,2,4-triazole-3-one FC(C=1C=C(C=C(C1)C(F)(F)F)[C@@H](C)O[C@@H]1[C@@H](N(CCO1)CC1=NC(NN1)=O)C1=CC=C(C=C1)F)(F)F